5-chloro-2-methyl-N-((1r,4r)-4-((3-(2-morpholinopyridin-4-yl)-2-oxo-2,3-dihydro-1H-benzo[d]imidazol-1-yl)methyl)cyclohexyl)nicotinamide ClC=1C=NC(=C(C(=O)NC2CCC(CC2)CN2C(N(C3=C2C=CC=C3)C3=CC(=NC=C3)N3CCOCC3)=O)C1)C